sodium pivaloyl peroxide C(C(C)(C)C)(=O)OOC(C(C)(C)C)=O.[Na]